CNC=1C(=NC=CC1)NC1=NC(=NS1)C=1C=C2C(=CN1)N(CC2)C N3-Methyl-N2-(3-(1-methyl-2,3-dihydro-1H-pyrrolo[2,3-c]pyridin-5-yl)-1,2,4-thiadiazol-5-yl)pyridine-2,3-diamine